FCCC(CCCC)F 1,3-difluoroheptane